tert-Butyl N-[(1R,2R)-1-[[tert-butyl(diphenyl)silyl]oxymethyl]-2-(cyclopropylmethyl)-4-hydroxy-butyl]carbamate [Si](C1=CC=CC=C1)(C1=CC=CC=C1)(C(C)(C)C)OC[C@@H]([C@@H](CCO)CC1CC1)NC(OC(C)(C)C)=O